C(#N)C=1C=NN2C1C(=CC(=C2)OCC(C)(C)O)C=2C=CC(=NC2)N2C[C@](CC2)(C)NC(C2=C(C(=CC=C2)F)F)=O (R)-N-(1-(5-(3-cyano-6-(2-hydroxy-2-methylpropoxy)pyrazolo[1,5-a]pyridin-4-yl)pyridin-2-yl)-3-methylpyrrolidin-3-yl)-2,3-difluorobenzamide